FC1=CC=C(C=C1)N1N=CC2=CC(=C(C=C12)C)C12CN(CC2C1C(=O)O)S(=O)(=O)C1=NN(N=C1)C 1-(1-(4-fluorophenyl)-6-methyl-1H-indazol-5-yl)-3-((2-methyl-2H-1,2,3-triazol-4-yl)sulfonyl)-3-azabicyclo[3.1.0]hexane-6-carboxylic acid